O1C=CC2=C1C=C(C=C2)C(CC)=O (benzofuran-6-yl)propan-1-one